FC=1C=CC(=NC1)NC(CC1=NN2C(NC(=CC2=O)C(=O)[O-])=C1)=O 2-(((5-fluoropyridin-2-yl) amino)-2-oxoethyl)-7-oxo-4,7-dihydropyrazolo[1,5-a]pyrimidine-5-carboxylate